C1=C(C=CC=2C(C3=CC(=CC=C3C(C12)=O)OCCCS(=O)(=O)[O-])=O)OCCCS(=O)(=O)[O-].[Na+].C1=CC=CC=2C(C3=CC=CC=C3C(C12)=O)=O.[Na+] anthraquinone sodium 3,3'-((9,10-anthraquinone-2,6-diyl)bis(oxy))bis(propane-1-sulfonate)